C[C@@H]1O[C@@H](CN(C1)C1=CC=C(C=N1)NC([C@H](CC1=CNC2=CC=CC=C12)NS(=O)(=O)C1=CC=C(C=C1)C)=O)C (S)-N-(6-((2S,6R)-2,6-dimethylmorpholino)pyridin-3-yl)-3-(1H-indol-3-yl)-2-(4-methylphenylsulfonamido)propanamide